5-bromo-3-(tetrahydro-2H-pyran-4-ylmethyl)-1,3-benzoxazol-2(3H)-one BrC=1C=CC2=C(N(C(O2)=O)CC2CCOCC2)C1